N1C=C(C2=CC=CC=C12)C[C@@H]1N(CCC2=CC(=C(C=C12)OC)OC)C(=O)C=1SC=CN1 (S)-(1-((1H-indol-3-yl)methyl)-6,7-dimethoxy-3,4-dihydroisoquinoline-2(1H)-yl)(thiazol-2-yl)-meth-anone